ClC1=C(N=C(NC1=O)C1=CC(=NC=C1)F)N1C[C@@H](NCC1)C(C)(C)O 5-chloro-2-(2-fluoro-4-pyridinyl)-4-[(3R)-3-(1-hydroxy-1-methyl-ethyl)piperazin-1-yl]-1H-pyrimidin-6-one